CC(C(=O)NCCO)C α-methyl-N-(2-hydroxyethyl)propionamide